((5-(2-chloropyridin-4-yl)-2-methylphenyl)sulfonyl)-4-(2-fluoroethyl)piperazine ClC1=NC=CC(=C1)C=1C=CC(=C(C1)S(=O)(=O)N1CCN(CC1)CCF)C